NC[C@@H]1C[C@H](C1)N1N=C(C(=C1)C1=NC=CC=C1C1CCN(CC1)C(=O)OC(C)(C)C)C1CC1 tert-butyl 4-(2-(1-(trans-3-(aminomethyl)cyclobutyl)-3-cyclopropyl-1H-pyrazol-4-yl)pyridin-3-yl)piperidine-1-carboxylate